5-(((4-((3-benzyl-4-oxo-3,4-dihydro-phthalazin-1-yl)oxy)-3,5-dichlorophenyl)amino)methyl)-1,3,4-oxadiazol-2(3H)-one C(C1=CC=CC=C1)N1N=C(C2=CC=CC=C2C1=O)OC1=C(C=C(C=C1Cl)NCC1=NNC(O1)=O)Cl